(S)-5-(ethoxycarbonyl)-6-(3-fluoro-2-methylphenyl)-2-(thiazol-2-yl)-3,6-dihydropyrimidine C(C)OC(=O)C1=CNC(=N[C@H]1C1=C(C(=CC=C1)F)C)C=1SC=CN1